C(#CCCC)N(C(=O)OCC)C#CCCC di(1-pentynyl)urethane